[Li+].C(#N)C1=C(C(=C(C=2[NH+]=C(NC21)C(C(F)(F)F)(F)F)C#N)C#N)C#N 4,5,6,7-tetracyano-2-pentafluoroethylbenzimidazolium Lithium